ethyl 1-(4-sulfamoylphenyl)azetidine-3-carboxylate S(N)(=O)(=O)C1=CC=C(C=C1)N1CC(C1)C(=O)OCC